ClC1=CC(=C(C=C1)C1=C(CCC(C1)(C)C)C=O)F 2-(4-chloro-2-fluorophenyl)-4,4-dimethylcyclohex-1-ene-1-carbaldehyde